FC1=NC(=CC=C1[C@@H](C=1N=NN(C1)C1(CC1)C(F)(F)F)NC=1C=C2C(=C(C=NC2=C(C1)C#N)C#N)NCC(C)(C)C)C (S)-6-(((2-fluoro-6-methylpyridin-3-yl)(1-(1-(trifluoromethyl)cyclopropyl)-1H-1,2,3-triazol-4-yl)methyl)amino)-4-(neopentylamino)quinoline-3,8-dicarbonitrile